S-2-hydroxyvaleric acid CCC[C@@H](C(=O)O)O